ClC=1C=CC(=C(C1)C1=NC2=NC=CN=C2C(=N1)NC1=CC=NC=C1)F (2-(5-chloro-2-fluorophenyl)pteridin-4-yl)pyridin-4-yl-amine